C(C)(C)(C)OC(=O)N1CC2=C(CC1)C(=CS2)C#N 3-cyano-4,7-dihydrothieno[2,3-c]Pyridine-6(5H)-carboxylic acid tert-butyl ester